[8-(1-Benzyl-1H-pyrazol-4-yl)-6-oxo-1-propyl-6,7-dihydro-1H-purin-2-ylamino]-acetic acid ethyl ester C(C)OC(CNC=1N(C(C=2NC(=NC2N1)C=1C=NN(C1)CC1=CC=CC=C1)=O)CCC)=O